(S)-4-(6-(2-ethylpiperidin-1-yl)-4-methylpyridinamido)-2-methylbenzoic acid C(C)[C@@H]1N(CCCC1)C1=CC(=CC(=N1)C(=O)NC1=CC(=C(C(=O)O)C=C1)C)C